CN1C(=NC(=C1)C)C1=CC=C(CC2=NC=C3N2C=C(C=C3)C3=C(C=CC=C3)C(C)C)C=C1 3-(4-(1,4-dimethyl-1H-imidazol-2-yl)benzyl)-6-(2-isopropylphenyl)imidazo[1,5-a]pyridine